ClC1([C@H]([C@@H]1C1=CC(=CC(=C1)Cl)Cl)C(=O)NC1=CC(=C(C=C1)Cl)C(=O)NN(C1=CC=CC=C1)C)Cl Trans-2,2-dichloro-N-(4-chloro-3-(2-methyl-2-phenylhydrazine-1-carbonyl)phenyl)-3-(3,5-dichlorophenyl)cyclopropane-1-carboxamide